6-chloro-3-[[(1R)-1-(3-cyano-6-methyl-4-oxo-2-phenyl-benzopyran-8-yl)ethyl]amino]-N-methylsulfonyl-pyridine-2-carboxamide ClC1=CC=C(C(=N1)C(=O)NS(=O)(=O)C)N[C@H](C)C1=CC(=CC=2C(C(=C(OC21)C2=CC=CC=C2)C#N)=O)C